2,2'-(ethylenedioxy)-diethyl thiol C(OCCS)COCCS